N-(4-(3-Amino-1H-indazol-5-yl)pyridin-2-yl)-2-(3-tolyl)acetamide NC1=NNC2=CC=C(C=C12)C1=CC(=NC=C1)NC(CC=1C=C(C=CC1)C)=O